ClC1=C(C(=CC=C1)Cl)C#CC=1C=C2CCC(C2=CC1)N1CC2(C1)CC(C2)C(=O)O 2-(5-((2,6-dichlorophenyl)ethynyl)-2,3-dihydro-1H-inden-1-yl)-2-azaspiro[3.3]heptane-6-carboxylic acid